NC=1C2=C(N=CN1)N(C=C2)[C@H]2[C@@H]([C@@]([C@H](O2)COC2=CC=1N(C=C2)C(=CN1)C)(O)C)O (2R,3S,4R,5R)-5-(4-amino-7H-pyrrolo[2,3-d]pyrimidin-7-yl)-3-methyl-2-(((3-methylimidazo[1,2-a]pyridin-7-yl)oxy)methyl)tetrahydrofuran-3,4-diol